C(C1=CC=CC=C1)OC(=O)N1C2CN(CC1CC2)C=2C1=C(N=C(N2)OC[C@H]2N(CCC2)CCCOCCC(=O)OC(C)(C)C)C(=C(N=C1)Cl)F 3-(2-(((S)-1-(3-(3-(tert-butoxy)-3-oxopropoxy)propyl)pyrrolidin-2-yl)methoxy)-7-Chloro-8-fluoropyrido[4,3-d]pyrimidin-4-yl)-3,8-diazabicyclo[3.2.1]octane-8-carboxylic acid benzyl ester